N-(3-methoxyphenyl)pentanamide COC=1C=C(C=CC1)NC(CCCC)=O